C1(CCC(N1OC(=O)OCCS(=O)(=O)CCOC(=O)ON1C(CCC1=O)=O)=O)=O bis[2-(succinimidooxycarbonyloxy)ethyl]sulfone